2,4,4-Trimethyl-hexamethylene diisocyanate CC(CN=C=O)CC(CCN=C=O)(C)C